CC1=C(C=CC(=C1)C1=NC2=C(C(O1)=O)C=CC=C2)C2=NC1=C(C(O2)=O)C=CC=C1 2,2'-(2-methyl-p-phenylene)bis(3,1-benzoxazin-4-one)